S(C1=C(C(=CC(=C1)C)C(C)(C)C)O)C1=C(C(=CC(=C1)C)C(C)(C)C)O 2,2'-thiobis(4-methyl-6-tertiary butyl-phenol)